C1(=CC(=CC=C1)C1=C(C(=NC(=C1C#N)OCC)N)C#N)C1=CC=CC=C1 4-([1,1'-Biphenyl]-3-yl)-2-amino-6-ethoxypyridine-3,5-dinitrile